(R)-N-((R)-1-(3-(1,1-difluoro-2-hydroxyethyl)phenyl)ethyl)-2-methylpropane-2-sulfinamide FC(CO)(F)C=1C=C(C=CC1)[C@@H](C)N[S@](=O)C(C)(C)C